N-(5-{2-[2-chloro-4-(trifluoromethyl)phenoxy]ethyl}-1H-indol-3-yl)acetamide ClC1=C(OCCC=2C=C3C(=CNC3=CC2)NC(C)=O)C=CC(=C1)C(F)(F)F